C(CCCCCCC)N(C(C(C)C)C1=CC=CC=C1)CC(C)C N-octylphenyl-N,N-diisobutylamine